N-(2-(N,N-bis(2,4-dimethoxybenzyl)sulfamoyl)pyridin-4-yl)-3-(4,4-difluoro-3-methylpiperidin-1-yl)-5,6,7,8-tetrahydroquinoxaline-2-carboxamide COC1=C(CN(S(=O)(=O)C2=NC=CC(=C2)NC(=O)C2=NC=3CCCCC3N=C2N2CC(C(CC2)(F)F)C)CC2=C(C=C(C=C2)OC)OC)C=CC(=C1)OC